C1(CC1)C=1N=C2N(N=CC=C2)C1C(=O)OC methyl 2-cyclopropylimidazo[1,2-b]pyridazine-3-carboxylate